FC1CN(CCC1OS(=O)(=O)C(F)(F)F)C(=O)OC(C)(C)C tert-butyl 3-fluoro-4-(((trifluoromethyl)sulfonyl)oxy)piperidine-1-carboxylate